2-[3-(4-ethyl-1H-pyrazol-1-yl)-1-[2-[(1-methyl-1H-pyrazol-4-yl)amino]-[1,2,4]Triazolo[1,5-a]Pyridin-8-yl]Azetidin-3-yl]Acetonitrile C(C)C=1C=NN(C1)C1(CN(C1)C=1C=2N(C=CC1)N=C(N2)NC=2C=NN(C2)C)CC#N